C(C=C)(=O)OCCC(C(C(F)(F)F)(F)F)(F)F 3,3,4,4,5,5,5-heptafluoropentyl acrylate